N-benzhydryl-1-(oxetan-3-yl)methanimine C(C1=CC=CC=C1)(C1=CC=CC=C1)N=CC1COC1